OCC=1C(=NC=CC1)C(=O)N(C)C1=CC=C(C=C1)O (hydroxymethyl)-N-(4-hydroxyphenyl)-N-methylpyridineamide